CN(C1=CC(=C(C(=O)N2C[C@H](N([C@@H](C2)C)C(=O)C2=C(C=C(C=C2)OC)F)C)C=C1)F)C ((2R,6R)-4-(4-(dimethylamino)-2-fluorobenzoyl)-2,6-dimethylpiperazin-1-yl)(2-fluoro-4-methoxyphenyl)methanone